CC=1C(=NC=C(C1)C)N1CCN(CC1)C(=O)C1=C(C=C(C=C1)[C@]1(C(NC(N1)=O)=O)CC)C (S)-5-{4-[4-(3,5-dimethylpyridin-2-yl)piperazine-1-carbonyl]-3-methylphenyl}-5-ethylimidazolidine-2,4-dione